BrC=C(C1=C(C=CC(=C1)C)OCOC)C1=CC=C(C=C1)C 2-bromo-1-(4-methylphenyl)-1-(2-methoxymethoxy-5-methyl-phenyl)-ethylene